N-(3-(5-chloro-7-fluoro-3-(4-(2-propenoyl)-1-piperazinyl)-2,1-benzothiazol-6-yl)-4-methylphenyl)acetamide ClC=1C(=C(C=2C(=C(SN2)N2CCN(CC2)C(C=C)=O)C1)F)C=1C=C(C=CC1C)NC(C)=O